1,3-dimethylaminopropyl-3-ethylcarbodiimide CNC(CCNC)N=C=NCC